FC1=C(C(=CC=C1)F)C1CC(=NO1)C=1N=C(SC1)C1CCN(CC1)C(COC1=NC=CN=C1S(=O)(=O)C)=O 1-(4-(4-(5-(2,6-difluorophenyl)-4,5-dihydroisoxazol-3-yl)thiazol-2-yl)piperidin-1-yl)-2-((3-(methylsulfonyl)pyrazin-2-yl)oxy)ethan-1-one